C(C)(C)(C)OC(=O)N1CC(CC1)OC=1C=C2C(NC(=NC2=CC1)C=1C=C2C(=CN1)SC=C2)=O 3-(4-oxo-2-thieno[2,3-c]pyridin-5-yl-3,4-dihydro-quinazolin-6-yloxy)-pyrrolidine-1-carboxylic acid tert-butyl ester